NC1=NC=CC=C1C1=NC=2C(=NC=C(C2)C2=CC=CC=C2)N1C1=CC=C(C=C1)CNC(OC(C)(C)C)=O tert-butyl N-[[4-[2-(2-amino-3-pyridyl)-6-phenyl-imidazo[4,5-b]pyridin-3-yl]phenyl]methyl]carbamate